CC=1CC2C(CC1)C(=O)OC2=O 4-methyl-cyclohex-4-ene-1,2-dicarboxylic acid anhydride